CN[C@H](CCCCNC(N)=N)C(=O)O N-methyl-D-homoarginine